ethyl 6-chloro-3-fluoropicolinate ClC1=CC=C(C(=N1)C(=O)OCC)F